O=C1NC2=CC=C(C=C2CC1)NC(=O)C1=CC=NC2=CC=CC=C12 N-(2-oxo-3,4-dihydro-1H-quinolin-6-yl)quinoline-4-carboxamide